C(CCCC)O.[Na] sodium pentanol